[2-(3,6-dimethyl-9H-carbazole-9-yl)ethyl]phosphonic acid CC=1C=CC=2N(C3=CC=C(C=C3C2C1)C)CCP(O)(O)=O